tert-Butyl 4-((2S,3R,4R)-1-acetyl-4-((4-(methoxycarbonyl)phenyl)amino)-2,3-dimethyl-1,2,3,4-tetrahydroquinolin-6-yl)piperazine-1-carboxylate C(C)(=O)N1[C@H]([C@@H]([C@H](C2=CC(=CC=C12)N1CCN(CC1)C(=O)OC(C)(C)C)NC1=CC=C(C=C1)C(=O)OC)C)C